ClC1=NC2=CC=C(C=C2C(=N1)Cl)C(F)F 2,4-dichloro-6-(difluoromethyl)quinazoline